BrC1=CC=C(C=C1)N1CCN(CC1)CC[C@@H](O)C=1C=C2CN(C(C2=C(C1)OC)=O)C1C(NC(CC1)=O)=O 3-[5-[(1R)-3-[4-(4-bromophenyl)piperazin-yl]-1-hydroxypropyl]-7-methoxy-1-oxo-3H-isoindol-2-yl]piperidine-2,6-dione